C(C)(C)(C)OC(=O)N[C@H]1C[C@@H](CCC1(F)F)C(=O)OCC Ethyl (1R,3S)-3-((tert-butoxycarbonyl)amino)-4,4-difluorocyclohexane-1-carboxylate